3,3-DIMETHYLCYCLOHEXYLIDENEACETALDEHYDE CC1(CC(CCC1)=CC=O)C